(S)-1-((S)-3-(9H-carbazol-9-yl)-2-hydroxypropyl)-5-methylpiperidin-2-one C1=CC=CC=2C3=CC=CC=C3N(C12)C[C@@H](CN1C(CC[C@@H](C1)C)=O)O